C(C)(C)(C)NC1=NC(=NC(=N1)NC1CC1)SC 2-N-tert-butyl-4-N-cyclopropyl-6-methylsulfanyl-1,3,5-triazine-2,4-diamine